C(C)(=O)C1=CC=2SC3=CC=C(C=C3SC2C=C1)C(C)=O 2,7-diacetylthianthrene